C[C@H]1CC[C@@H](N(C1)C(C(=O)NC=1C2=C(C=NC1)C=NN2)=O)C=2C=CC1=CN(N=C1C2)C |r| Racemic-2-[rac-(2R,5S)-5-methyl-2-(2-methylindazol-6-yl)-1-piperidyl]-2-oxo-N-(1H-pyrazolo[4,3-c]pyridin-7-yl)acetamide